C(C)(C)(C)OC(=O)N1CCC(CC1)C=1N(C2=CC(=CC=C2C1)Br)C.O=C1N(CCC(N1)=O)C1=CC=C2C=C(N(C2=C1)C)C1CCN(CC1)C(=O)OC(C)(C)C tert-Butyl 4-[6-(2,4-dioxo-1,3-diazinan-1-yl)-1-methyl-1H-indol-2-yl]piperidine-1-carboxylate tert-Butyl-4-(6-bromo-1-methyl-1H-indol-2-yl)piperidine-1-carboxylate